C(CCC)C(C1CCCO1)O n-butyltetrahydrofurfuryl alcohol